tert-butyl (2-(trityl thio)ethyl)(2-((2-(tritylthio)ethyl)amino)ethyl)carbamate C(C1=CC=CC=C1)(C1=CC=CC=C1)(C1=CC=CC=C1)SCCN(C(OC(C)(C)C)=O)CCNCCSC(C1=CC=CC=C1)(C1=CC=CC=C1)C1=CC=CC=C1